3-nitro-pyrrole-d [N+](=O)([O-])C1=C(NC=C1)[2H]